[N+](=O)([O-])C1=CC=C(O1)C(=O)N1CCN(CC1)C1=NC=CC(=N1)C(F)(F)F (5-Nitrofuran-2-yl){4-[4-(trifluoromethyl)pyrimidin-2-yl]piperazin-1-yl}methanone